methacryloxypropyltris(trimethylsilylethyldimethylsiloxy)silane C(C(=C)C)(=O)OCCC[Si](O[Si](CC[Si](C)(C)C)(C)C)(O[Si](CC[Si](C)(C)C)(C)C)O[Si](C)(C)CC[Si](C)(C)C